C(#N)C1=CC(=C(OCC=2C=C(OC3CCN(CC3)CC3=NC4=C(N3CC3=CN=CN3CC)C=C(C=C4)C(=O)O)C=CC2)C=C1)F 2-((4-(3-((4-cyano-2-fluorophenoxy)methyl)phenoxy)piperidine-1-yl)methyl)-1-((1-ethyl-1H-imidazol-5-yl)methyl)-1H-benzo[d]imidazole-6-carboxylic acid